4-(5-(5-(2-fluoro-6-methoxyphenyl)-1H-pyrazolo[3,4-c]pyridin-3-yl)thiazol-2-yl)morpholine sodium disodium isostearylsulfosuccinate C(CCCCCCCCCCCCCCC(C)C)C(C(=O)[O-])(CC(=O)[O-])S(=O)(=O)O.[Na+].[Na+].[Na+].FC1=C(C(=CC=C1)OC)C=1C=C2C(=CN1)NN=C2C2=CN=C(S2)N2CCOCC2